FC=1C=C2C=NN(C2=CC1C=1C=CC=C2C(=CC=NC12)CC(=O)NCC(=O)NCC(=O)O)C (2-{2-[8-(5-fluoro-1-methylindazol-6-yl)quinolin-4-yl]acetamido}acetamido)acetic acid